5-(chloromethyl)-N-[4-[4-[6-chloro-4-(trifluoromethyl)-2-pyridinyl]piperazin-1-yl]sulfonylphenyl]-2-methoxy-benzamide ClCC=1C=CC(=C(C(=O)NC2=CC=C(C=C2)S(=O)(=O)N2CCN(CC2)C2=NC(=CC(=C2)C(F)(F)F)Cl)C1)OC